5-amino-2,4,6-triiodoisophthalic acid chloride NC=1C(=C(C(=C(C(=O)Cl)C1I)I)C(=O)Cl)I